C(C)(C)(C)N1N=C(C=C1C1CCC(CC1)O[Si](C1=CC=CC=C1)(C1=CC=CC=C1)C(C)(C)C)NC(CC1=CC(=NO1)C)=O N-(1-(tert-butyl)-5-((1s,4s)-4-((tert-butyldiphenylsilyl)oxy)cyclohexyl)-1H-pyrazol-3-yl)-2-(3-methylisoxazol-5-yl)acetamide